CN(CCC[Ga](CC)CC)C 3-(dimethylamino)propyl-diethyl-gallium